ClC=1C=NC(=NC1)C1CN(C1)[C@@H]1[C@@H](CCCC1)OC=1C=C2CN(C(C2=CC1)=O)C12C(NC(C(C1)C2)=O)=O (5-(((cis)-2-(3-(5-chloro-pyrimidin-2-yl)azetidin-1-yl)cyclohexyl)oxy)-1-oxoisoindolin-2-yl)-3-azabicyclo[3.1.1]heptane-2,4-dione